C1(CCC1)OC1=C(C(C=CC(=C1)F)=O)O 3-cyclobutoxy-5-fluoro-2-hydroxycyclohepta-2,4,6-trien-1-one